N-[3-({[2-({3-[(3-hydroxyazetidin-1-yl)carbonyl]phenyl}amino)-5-(trifluoromethyl)pyrimidin-4-yl]amino}methyl)pyridin-2-yl]-N-methylmethane-sulfonamide OC1CN(C1)C(=O)C=1C=C(C=CC1)NC1=NC=C(C(=N1)NCC=1C(=NC=CC1)N(S(=O)(=O)C)C)C(F)(F)F